CN(CCC=1C=NC(=NC1)NC=1SC(=CN1)C1=NC(=NC=C1)OC1CCC2(CC2)CC1)C 5-[2-(dimethylamino)ethyl]-N-[5-(2-{spiro[2.5]octan-6-yloxy}pyrimidin-4-yl)-1,3-thiazol-2-yl]pyrimidin-2-amine